O=C1NC(CCC1C1=C(C=C(C=C1F)N1CC(C1)CC(=O)NC1=C(C=CC(=C1)OC(F)(F)F)F)F)=O 2-(1-(4-(2,6-dioxopiperidin-3-yl)-3,5-difluorophenyl)azetidin-3-yl)-N-(2-fluoro-5-(trifluoromethoxy)phenyl)acetamide